3-(3-sulfamoylaminopropyl)azetidine trifluoroacetate FC(C(=O)O)(F)F.S(N)(=O)(=O)NCCCC1CNC1